C(C)(C)(C)C1=NC(=NO1)C(=O)NCC1=C(C=C(C=C1)C1=CC(=NC=C1)NC(=O)[C@H]1[C@@H](C1)C(F)(F)F)C 5-(tert-butyl)-N-(2-methyl-4-(2-((1R,2R)-2-(trifluoromethyl)cyclopropane-1-carboxamido)pyridin-4-yl)benzyl)-1,2,4-oxadiazole-3-carboxamide